CC1=C(NC(=C1S(N)(=O)=O)C)C(=O)N 3,5-dimethyl-4-sulfamoyl-1H-pyrrole-2-carboxamide